bis(1-acetoxy-2,2,6,6-tetramethyl piperidin-4-yl) sebacate C(CCCCCCCCC(=O)OC1CC(N(C(C1)(C)C)OC(C)=O)(C)C)(=O)OC1CC(N(C(C1)(C)C)OC(C)=O)(C)C